5-PHENYLTHIOPHEN-3-YLBORONIC ACID C1(=CC=CC=C1)C1=CC(=CS1)B(O)O